C(CCC)C1=CC=C(C(=O)OC(C)CC(C)OC(C2=CC=C(C=C2)CCCC)=O)C=C1 2,4-pentanediol di(p-butylbenzoate)